NC1=NC=NN2C1=C(C=C2C=2C=CC(=C(C(=O)N[C@@H]1CN(C[C@@H]1F)C(=O)C1CC(C1)(F)F)C2)OCC)C(F)(F)F 5-[4-amino-5-(trifluoromethyl)pyrrolo[2,1-f][1,2,4]triazin-7-yl]-N-[(3R,4S)-1-(3,3-difluorocyclobutanecarbonyl)-4-fluoropyrrolidin-3-yl]-2-ethoxybenzamide